Tris(amino)methyl-tin NC(N)(N)[Sn]